7-(3-{[(2S)-2,3-dihydroxypropoxy]imino}azetidin-1-yl)-5-methyl-4-oxo-1-(1,3-thiazol-2-yl)-1,4-dihydro-1,8-naphthyridine-3-carboxylic acid O[C@H](CON=C1CN(C1)C1=CC(=C2C(C(=CN(C2=N1)C=1SC=CN1)C(=O)O)=O)C)CO